Cl.Cl.CC1CC=2C(=NC=3N(C2N[C@@H]2C[C@H](CC2)N)N=CC3)C13CCCC3 (1S,3S)-N1-(6-methyl-6,7-dihydrospiro[cyclopenta[d]pyrazolo[1,5-a]pyrimidine-5,1'-cyclopentane]-8-yl)cyclopentane-1,3-diamine dihydrochloride